FC(C=1C(=CC2=CN(N=C2C1)C1CC(C1)CI)N1CC=CC=C1C(F)(F)F)F N-[6-(difluoromethyl)-2-[3-(iodomethyl)cyclobutyl]Indazol-5-yl]-6-(trifluoromethyl)pyridine